C(C1=CC=CC=C1)OC=1C=C(C=CC1)C1N(CCNC1=O)C(=O)OC(C)(C)C tert-butyl 2-(3-(benzyloxy) phenyl)-3-oxopiperazine-1-carboxylate